NC1=C(N=CC(=N1)N1CCC2([C@H](COC2)N)CC1)SC=1C(=NC=CC1)C(F)(F)F |r| (R) and (S)-8-(6-amino-5-((2-(trifluoromethyl)pyridin-3-yl)thio)pyrazin-2-yl)-2-oxa-8-azaspiro[4.5]decan-4-amine